N7-naphthyl-methylene-guanine C1(=CC=CC2=CC=CC=C12)N1C=NC=2N=C(NC(C12)=O)N=C